C(#N)C1=CC=C(OCC2CN(C(O2)[C@H](C(F)(F)F)O)C2=CC(=C(C#N)C=C2)C(F)(F)F)C=C1 4-(5-((4-Cyanophenoxy)methyl)-2-((R)-2,2,2-trifluoro-1-hydroxyethyl)oxazolidin-3-yl)-2-(trifluoromethyl)benzonitril